NC=1C(=C(C(=CC1I)[N+](=O)[O-])C(=O)C1=C(C=C(C=C1)F)Cl)Br (3-amino-2-bromo-4-iodo-6-nitrophenyl)(2-chloro-4-fluorophenyl)methanone